2-(trimethylsilyl)ethyl 2-amino-5-cyanobenzoate NC1=C(C(=O)OCC[Si](C)(C)C)C=C(C=C1)C#N